[C@H]1(NCCC2=CC=CC=C12)CNC(=O)C1CCCCC1 |r| racemic-N-(1,2,3,4-tetrahydro-isoquinolin-1-ylmethyl)-cyclohexanecarboxylic acid-amide